2-benzyl-2-azabicyclo[2.2.1]heptane-4-amine C(C1=CC=CC=C1)N1C2CCC(C1)(C2)N